Cl(=O)(=O)[O-].Cl(=O)(=O)[O-].[Fe+3] iron (III) di-chlorate